2,4-dichloro-6-(4-methoxyphenyl)-[1,3,5]-triazine ClC1=NC(=NC(=N1)Cl)C1=CC=C(C=C1)OC